1-(4-((5-chlorothien-2-yl)sulfonyl)piperazin-1-yl)-2-((5-(3-(difluoromethyl)-1-methyl-1H-pyrazol-4-yl)-1,3,4-oxadiazol-2-yl)thio)ethan-1-one ClC1=CC=C(S1)S(=O)(=O)N1CCN(CC1)C(CSC=1OC(=NN1)C=1C(=NN(C1)C)C(F)F)=O